CC(C[C@H](N)C(=O)O)(C)C γ-Methyl-L-leucine